4-amino-N-(phenylsulfonyl)benzamide NC1=CC=C(C(=O)NS(=O)(=O)C2=CC=CC=C2)C=C1